benzyl (5s,8s,10ar)-5-((tert-butoxycarbonyl) amino)-8-(methyl (phenyl) carbamoyl)-6-oxooctahydropyrrolo[1,2-a][1,5]diazocine-3(4H)-carboxylate C(C)(C)(C)OC(=O)N[C@H]1CN(CC[C@@H]2N(C1=O)[C@@H](CC2)C(N(C2=CC=CC=C2)C)=O)C(=O)OCC2=CC=CC=C2